C(C)OC(=O)C=1N=C(C=2SC(=C3OCCCC1C23)Br)Cl 1-bromo-3-chloro-7,8-dihydro-6H-9-oxa-2-thia-4-azabenzo[cd]azulene-5-carboxylic acid ethyl ester